N-[2-[4-(hydroxymethyl)cyclohexyl]-6-(1-hydroxy-1-methyl-ethyl)indazol-5-yl]cyclopropanecarboxamide OCC1CCC(CC1)N1N=C2C=C(C(=CC2=C1)NC(=O)C1CC1)C(C)(C)O